FC1=CC(=CC=2N(C(=NC21)C)C(C)C)C=2C=CN1N=C(N=C(C12)OC)NC1CCC(CC1)(O)C (1s,4s)-4-((5-(4-fluoro-1-isopropyl-2-methyl-1H-benzo[d]imidazol-6-yl)-4-methoxypyrrolo[2,1-f][1,2,4]triazin-2-yl)amino)-1-methylcyclohexan-1-ol